N-(1-oxo-3-phenyl-1-(6-(pyridin-3-yl)-5,6-dihydropyridin-1(2H)-yl)propan-2-yl)-3-(trifluoromethyl)benzamide O=C(C(CC1=CC=CC=C1)NC(C1=CC(=CC=C1)C(F)(F)F)=O)N1CC=CCC1C=1C=NC=CC1